1,2-cyclohexanedicarboxylic acid (diisononyl cyclohexane-1,2-dicarboxylate) C(CCCCCC(C)C)C1(C(CCCC1)(C(=O)O)CCCCCCC(C)C)C(=O)O.C1(C(CCCC1)C(=O)O)C(=O)O